C(C)(C)(C)OC(=O)N1CC[C@@H](CCC1)OC=1C=2N(C=C(N1)C=1C=NN(C1)C)N=C(C2)C(=O)O 4-[(4R)-1-tert-butoxycarbonylazepan-4-yl]oxy-6-(1-methylpyrazol-4-yl)pyrazolo[1,5-a]pyrazine-2-carboxylic acid